BrC1=C(C=CC=C1)N=C1N(C=CN1C)C N-(2-bromophenyl)-1,3-dimethylimidazole-2-imine